7-(4-amino-2-fluorophenoxy)-1,3-dihydro-2H-imidazo[4,5-b]pyridin-2-one NC1=CC(=C(OC2=C3C(=NC=C2)NC(N3)=O)C=C1)F